N-[1-(5-bromopyrimidin-2-yl)-3,3-dimethylcyclobutyl]-2-methylpropane-2-sulfinamide BrC=1C=NC(=NC1)C1(CC(C1)(C)C)NS(=O)C(C)(C)C